C(C)OC(=O)C=1C(=NN(C1)C(C)=O)OC1COC1 1-acetyl-3-(oxetan-3-yloxy)-1H-pyrazole-4-carboxylic acid ethyl ester